C(C(=O)O)(=O)O.C[C@H]1N(CCC1)CCCOC1=CC=C(OC2CCN(CC2)C(C)=O)C=C1 1-[4-(4-{3-[(2R)-2-methyl-pyrrolidin-1-yl]-propoxy}-phenoxy)-piperidin-1-yl]-ethanone oxalate